2-Methoxyethanol cerium [Ce].COCCO